4-(2-(5-(difluoromethyl)-1,3,4-oxadiazol-2-yl)-6,9-dioxo-5-(4-(trifluoromethyl)-benzyl)-5,8-diazaspiro[3.5]-nonan-8-yl)-3-fluoro-benzonitrile FC(C1=NN=C(O1)C1CC2(C1)N(C(CN(C2=O)C2=C(C=C(C#N)C=C2)F)=O)CC2=CC=C(C=C2)C(F)(F)F)F